5-methyl-2-(pyrrolidine-1-ylsulfonyl)-4-(4,4,5,5-tetramethyl-1,3,2-dioxaborolan-2-yl)-1-tosyl-1H-pyrrolo[2,3-b]pyridine CC=1C(=C2C(=NC1)N(C(=C2)S(=O)(=O)N2CCCC2)S(=O)(=O)C2=CC=C(C)C=C2)B2OC(C(O2)(C)C)(C)C